OC1=CC=C2C(=C(NC2=C1)CNC(=O)C1(CC1)C)C N-((6-hydroxy-3-methyl-1H-indol-2-yl)methyl)-1-methylcyclopropane-1-carboxamide